Cl.Cl.FC=1C=C(C=NC1)[C@@H](O)[C@@H]1N[C@H](CC1)CC1=CC=C(C=C1)OC (R)-(5-Fluoropyridin-3-yl)((2R,5R)-5-(4-methoxybenzyl)pyrrolidin-2-yl)methanol dihydrochloride